ClC=1C(=CC2=C([C@@H]([C@](O2)(C2=CC=CC=C2)CN(C(OC(C)(C)C)=O)C)COC)C1B1OC(C(O1)(C)C)(C)C)F tert-butyl (((2S,3R)-5-chloro-6-fluoro-3-(methoxymethyl)-2-phenyl-4-(4,4,5,5-tetramethyl-1,3,2-dioxaborolan-2-yl)-2,3-dihydro benzofuran-2-yl)methyl)(methyl)carbamate